N-(4-((benzyloxy)methyl)phenyl)-4-methoxy-3-(4,4,5,5-tetramethyl-1,3,2-dioxaborolan-2-yl)benzamide C(C1=CC=CC=C1)OCC1=CC=C(C=C1)NC(C1=CC(=C(C=C1)OC)B1OC(C(O1)(C)C)(C)C)=O